COC1=CC=C(CN(C=2C=C(C(=C(C=O)C2)Br)C)CC2=CC=C(C=C2)OC)C=C1 5-(bis(4-methoxybenzyl)amino)-2-bromo-3-methylbenzaldehyde